2-((2S,5R)-5-(5-((2,4-dimethoxybenzyl)amino)-7,9-difluoro-[1,2,4]triazolo[1,5-c]quinazolin-2-yl)-2-methylpiperidin-1-yl)-2-oxoacetohydrazide COC1=C(CNC2=NC=3C(=CC(=CC3C=3N2N=C(N3)[C@@H]3CC[C@@H](N(C3)C(C(=O)NN)=O)C)F)F)C=CC(=C1)OC